CC=1OC2=C(C1C(=O)O)C=C(C=C2)C#CC2=CC=CC=C2 2-methyl-5-(phenylethynyl)benzofuran-3-carboxylic acid